CNC(=O)C1=C(C=CC=C1)B(O)O 2-(methyl-carbamoyl)benzene-boronic acid